2-{[4-[3-[(4-cyano-2-fluoro-phenyl)methoxy]-1,2,4-thiadiazol-5-yl]-2-fluoro-phenyl]Methyl}-3-(2-methoxyethyl)benzimidazole-5-carboxylic acid methyl ester COC(=O)C1=CC2=C(N=C(N2CCOC)CC2=C(C=C(C=C2)C2=NC(=NS2)OCC2=C(C=C(C=C2)C#N)F)F)C=C1